4-(2-(2,5-dimethyl-1,2,3,4-tetrahydroisoquinolin-7-yl)-5-tosyl-5H-pyrrolo[2,3-b]pyrazin-7-yl)-N,N-dimethylbenzamide CN1CC2=CC(=CC(=C2CC1)C)C=1N=C2C(=NC1)N(C=C2C2=CC=C(C(=O)N(C)C)C=C2)S(=O)(=O)C2=CC=C(C)C=C2